Cl.C(#N)C=1C=C(C=CC1C1=CC=C(C=C1)C(F)(F)F)C1=CC=C(N1)C(=O)N (2S,5R)-5-[3-cyano-4-(4-trifluoromethylphenyl)phenyl]-1H-pyrrole-2-carboxamide hydrochloride